COC(=O)C=1SC(=CC1)S(=O)(=O)Cl 5-(chlorosulfonyl)thiophene-2-carboxylic acid methyl ester